NC[C@H]([C@H](C1=CC=CC=C1)F)O (1S,2R)-3-amino-1-fluoro-1-phenylpropan-2-ol